1-[(4-methoxyphenyl)methyl]-2-oxido-pyrazol-2-ium COC1=CC=C(C=C1)CN1[N+](=CC=C1)[O-]